2-((2S,4R)-4-Amino-1-(3-chlorobenzo[b]thiophen-6-carbonyl)pyrrolidin-2-yl)-N-((S)-6-guanidino-1-(methylamino)-1-oxohexan-2-yl)thiazol-4-carboxamid N[C@@H]1C[C@H](N(C1)C(=O)C=1C=CC2=C(SC=C2Cl)C1)C=1SC=C(N1)C(=O)N[C@H](C(=O)NC)CCCCNC(=N)N